2,4-dihydro-2-(7-(3-methyl-3H-diazirin-3-yl)heptyl)-3H-1,2,4-triazol-3-one CC1(N=N1)CCCCCCCN1N=CNC1=O